C1(=CC=CC=C1)CCC#N 3-phenyl-propionitril